1-methyl-N-tetrahydropyran-4-yl-2-[2-(2,2,2-trifluoroethylamino)-4-pyridyl]pyrrolo[3,2-c]pyridin-6-amine CN1C(=CC=2C=NC(=CC21)NC2CCOCC2)C2=CC(=NC=C2)NCC(F)(F)F